[(6R)-2-[(6-acetyl-8-cyclopentyl-5-methyl-7-oxo-pyrido[2,3-d]pyrimidin-2-yl)amino]-5,6,7,8-tetrahydroquinolin-6-yl]methyl methanesulfonate CS(=O)(=O)OC[C@H]1CC=2C=CC(=NC2CC1)NC=1N=CC2=C(N1)N(C(C(=C2C)C(C)=O)=O)C2CCCC2